4-(N,N-bis(trimethylsilyl)aminomethyl)phenyllithium C[Si](N([Si](C)(C)C)CC1=CC=C(C=C1)[Li])(C)C